4-(4-((4-(2,4-difluorophenyl)piperazin-1-yl)methyl)benzylamino)-2-(2,6-dioxopiperidin-3-yl)isoindoline-1,3-dione FC1=C(C=CC(=C1)F)N1CCN(CC1)CC1=CC=C(CNC2=C3C(N(C(C3=CC=C2)=O)C2C(NC(CC2)=O)=O)=O)C=C1